2-(1,3-benzothiazol-5-yl)acetic acid S1C=NC2=C1C=CC(=C2)CC(=O)O